[N+](=[N-])=CC(CC[C@@H](C(=O)OC1CCCCCC1)NC([C@@H](C)OC)=O)=O cycloheptyl (S)-6-diazo-2-((R)-2-methoxypropanamido)-5-oxohexanoate